[Te-2].[Cs+].[Bi+3].[Te-2] bismuth cesium telluride